C(C1=CC=CC=C1)NC1=CC(=CC(=N1)O[C@@H]1CN(CC1)C(=O)OC(C)(C)C)OCC1=CC=CC=C1 tert-butyl (3S)-3-[[6-(benzylamino)-4-benzyloxy-2-pyridyl]oxy]pyrrolidine-1-carboxylate